5,7-DIMETHYL-N-(4-(THIAZOL-2-YL)PHENYL)PYRAZOLO[1,5-a]PYRIMIDINE-3-CARBOXAMIDE CC1=NC=2N(C(=C1)C)N=CC2C(=O)NC2=CC=C(C=C2)C=2SC=CN2